rac-N-{(7S,8R)-8-[([1,1'-biphenyl]-3-yl)methyl]-2-ethyl-4-fluoro-1-oxo-1,2,5,6,7,8-hexahydroisoquinolin-7-yl}methanesulfonamide C1(=CC(=CC=C1)C[C@H]1[C@H](CCC=2C(=CN(C(C12)=O)CC)F)NS(=O)(=O)C)C1=CC=CC=C1 |r|